4-fluoro-3-(3,5-dimethyl-2,6-dioxo-4-thioxo-1,3,5-triazin-1-yl)benzoic acid FC1=C(C=C(C(=O)O)C=C1)N1C(N(C(N(C1=O)C)=S)C)=O